FC=1C(=C(C=C2CCN(CC12)C(=O)NCCC1=CC=CC=C1)O)N1S(NC(C1)=O)(=O)=O 8-fluoro-6-hydroxy-N-(2-phenylethyl)-7-(1,1,4-trioxo-1λ6,2,5-thiadiazolidin-2-yl)-3,4-dihydroisoquinoline-2(1H)-carboxamide